tert-butyl (1-(3-(2-chloro-3-methylphenyl)-4-cyano-1H-pyrazolo[3,4-d]pyrimidin-6-yl)-4-phenylpiperidin-4-yl)carbamate ClC1=C(C=CC=C1C)C1=NNC2=NC(=NC(=C21)C#N)N2CCC(CC2)(C2=CC=CC=C2)NC(OC(C)(C)C)=O